1-[5-isobutyl-2-(2H-tetrazol-5-yl)phenyl]-4-[(1-methylpyrazol-5-yl)methyl]piperazine C(C(C)C)C=1C=CC(=C(C1)N1CCN(CC1)CC1=CC=NN1C)C=1N=NNN1